N,N,N',N'-Tetrapropylbutylendiamin C(CC)N(CCCCN(CCC)CCC)CCC